ClC1=C(C(=CC=C1)O)C chlorocresole